C1(CC1)C(C(=O)O)CC 2-cyclopropylbutyric acid